4-(1H-indol-2-yl)benzenesulfonyl fluoride N1C(=CC2=CC=CC=C12)C1=CC=C(C=C1)S(=O)(=O)F